2-(5-(pyridin-4-yl)-2H-tetrazol-2-yl)acetic acid N1=CC=C(C=C1)C=1N=NN(N1)CC(=O)O